methyl (3S)-3'-[(3-chloro-2-methoxyphenyl)amino]-2'-(3-fluoropyridin-4-yl)-4'-oxo-5',6'-dihydro-1'H-spiro[pyrrolidine-3,7'-pyrrolo[3,2-c]pyridine]-1-carboxylate ClC=1C(=C(C=CC1)NC1=C(NC2=C1C(NC[C@@]21CN(CC1)C(=O)OC)=O)C1=C(C=NC=C1)F)OC